5,5-bis(4-carboxyphenyl)-2,2-bipyridine C(=O)(O)C1=CC=C(C=C1)C1(CC=C(N=C1)C1=NC=CC=C1)C1=CC=C(C=C1)C(=O)O